Methyl (3R)-3-((tert-butoxycarbonyl)amino)-2-((1-(2-((tert-butoxycarbonyl)amino)ethyl)cyclobutyl)methyl)butanoate C(C)(C)(C)OC(=O)N[C@@H](C(C(=O)OC)CC1(CCC1)CCNC(=O)OC(C)(C)C)C